(1R,2S)-5'-methoxy-2-(3-{[3-methoxy-6-(propan-2-yl)pyrazin-2-yl]amino}-1H-indazol-6-yl)spiro[cyclopropane-1,3'-indol]-2'(1'H)-one COC=1C=C2[C@]3(C(NC2=CC1)=O)[C@@H](C3)C3=CC=C1C(=NNC1=C3)NC3=NC(=CN=C3OC)C(C)C